((5-bromo-6-methoxypyridin-2-yl)methyl)isoindoline-1,3-dione BrC=1C=CC(=NC1OC)CN1C(C2=CC=CC=C2C1=O)=O